ClC=1C(=NC(=NC1)NC1=C(C=C(C=C1)N1CCC(CC1)N1CCN(CC1)C)OC(F)F)N[C@H]1[C@H](CCC1)C(=O)N (1S,2R)-2-((5-chloro-2-((2-(difluoromethoxy)-4-(4-(4-methylpiperazin-1-yl)piperidin-1-yl)phenyl)amino)pyrimidin-4-yl)-amino)cyclopentane-1-carboxamide